2-dimethylaminopropaneSulfonate CN(C(CS(=O)(=O)[O-])C)C